(2-acetyl-6-(1-methylcyclopropyl)pyridin-4-yl)carbamic acid tert-butyl ester C(C)(C)(C)OC(NC1=CC(=NC(=C1)C1(CC1)C)C(C)=O)=O